(6R,9S)-N-(3,4-dichlorophenyl)-6,7,8,9-tetrahydro-5H-6,9-epiminocyclohepta[d]pyrimidine ClC=1C=C(C=CC1Cl)N1CN=CC2=C1[C@@H]1CC[C@H](C2)N1